C(C)(C)(C)N1N=CC(=C1F)C(=O)NC1=NC=C(C(=C1)C=1C=C(C=2N(C1)C=CN2)N2CCOCC2)C(F)F 1-(Tert-butyl)-N-(5-(difluoromethyl)-4-(8-morpholinoimidazo[1,2-a]pyridin-6-yl)pyridin-2-yl)-5-fluoro-1H-pyrazole-4-carboxamide